3-((4-(4-(2-(4-(((5-fluoro-4-oxo-2-(((tetrahydro-2H-pyran-4-yl)oxy)methyl)-3,4-dihydroquinazolin-7-yl)oxy)methyl)piperidin-1-yl)ethyl)piperazin-1-yl)phenyl)amino)piperidine-2,6-dione FC1=C2C(NC(=NC2=CC(=C1)OCC1CCN(CC1)CCN1CCN(CC1)C1=CC=C(C=C1)NC1C(NC(CC1)=O)=O)COC1CCOCC1)=O